N1-(6-(4-Isopropyl-4H-1,2,4-triazol-3-yl)pyridin-2-yl)-N3-(pyrimidin-5-yl)isophthalamide C(C)(C)N1C(=NN=C1)C1=CC=CC(=N1)NC(C1=CC(C(=O)NC=2C=NC=NC2)=CC=C1)=O